C(C1=CC=CC=C1)OCC(CCC(C(=O)NN(C(=O)OC(C)(C)C)C)(C)C1=CC(=CC=C1)\C=C(\C(=O)OCC)/C)(F)F tert-butyl (E)-2-(6-(benzyloxy)-2-(3-(3-ethoxy-2-methyl-3-oxoprop-1-en-1-yl)phenyl)-5,5-difluoro-2-methylhexanoyl)-1-methylhydrazine-1-carboxylate